CC1=NC(=NC(=C1)NCC1CNCCC1)NC(=O)NC1=CC2=CC=CC=C2C=C1 1-(4-methyl-6-((piperidin-3-ylmethyl)amino)pyrimidin-2-yl)-3-(naphthalen-2-yl)urea